C(C)(C)(C)OC(=O)N[C@@H](CC=1C=[N+](C2=CC(=C(C=C2C1)C)F)[O-])C(=O)OC (S)-3-(2-((tert-butoxycarbonyl)amino)-3-methoxy-3-oxopropyl)-7-fluoro-6-methylquinoline 1-oxide